BrC1=CC=2C3C(N4N(C2C=C1)CC(C4=O)(C)C)C(N(C3=O)C)=O 11-Bromo-2,6,6-trimethyl-3a,6,7,12b-tetrahydro-1H,5H-pyrazolo[1,2-a]pyrrolo[3,4-c]cinnoline-1,3,5(2H)-trione